OC(O)(O)[NH3+] trihydroxymethyl-ammonium